CC=1C(NC(C1)=O)=O 3-methylpyrrole-2,5-dione